CCCCCCCCC(C(CO)O)O octylglycerol